ClC=1C(=NC(=CC1)C1=C(C=C(C=C1)C1(CC1)C#N)Cl)C(=O)OC Methyl 3-chloro-6-(2-chloro-4-(1-cyanocyclopropyl) phenyl)picolinate